FC1=CC=C(C=C1)C=1C2=C(C(N(C1)C)=O)N(C=C2)S(=O)(=O)C2=CC=C(C)C=C2 4-(4-Fluorophenyl)-6-methyl-1-tosyl-1,6-dihydro-7H-pyrrolo[2,3-c]pyridin-7-one